(5,6-diphenyl-pyrimidine-4-yl)methanone C1(=CC=CC=C1)C=1C(=NC=NC1C1=CC=CC=C1)C=O